CC1(NCC2=CC(=CC=C12)C(=O)N)C dimethylisoindoline-5-carboxamide